CC(=O)N1C(C2(C1)CC(C2)N(C=2C1=C(N=CN2)NC=C1)C)C1=CC=C(C=C1)I (4-iodophenyl)(6-(methyl-(7H-pyrrolo[2,3-d]pyrimidin-4-yl)amino)-2-azaspiro[3.3]heptan-2-yl) methyl ketone